C1(CC1)N1CCC(CC1)N1CC=2N(CC1)C=C(N2)C(=O)NC(CC2=CNC1=CC=CC=C21)CCCC 7-(1-Cyclopropylpiperidin-4-yl)-N-[1-(1H-indol-3-yl)hexane-2-yl]-5,6,7,8-tetrahydroimidazo[1,2-a]pyrazine-2-carboxamide